The molecule is a member of the class of benzoxazine that is 6-hydroxy-1,4-benzoxazin-3-one in which the hydrogen at position 4 is replaced by a (1R)-1-hydroxy-2-{[1-(4-methoxyphenyl)-2-methylpropan-2-yl]amino}ethyl group. Used (as its hydrochloride salt) for long-term treatment of airflow obstruction in patients with chronic obstructive pulmonary disease including chronic bronchitis and/or emphysema. It has a role as a beta-adrenergic agonist and a bronchodilator agent. It is a benzoxazine, a member of phenols, an aromatic ether, a secondary alcohol and a secondary amino compound. It is a conjugate base of an olodaterol(1+). CC(C)(CC1=CC=C(C=C1)OC)NC[C@@H](C2=C3C(=CC(=C2)O)NC(=O)CO3)O